ClC=1C(=NC(=NC1)NC=1C=C2CCNCC2=CC1)NC=1C=C2C(OC(C2=CC1)=O)(C)C 5-((5-chloro-2-((1,2,3,4-tetrahydroisoquinolin-6-yl)amino)pyrimidin-4-yl)amino)-3,3-Dimethylisobenzofuran-1(3H)-one